[Cl-].[Cl-].C1(CCC1)=[Zr+2](C1C(=CC2=C(C(=C(C=C12)C)C)C1=CC=CC2=CC=CC=C12)C=1OC(=CC1)C)C1C(=CC2=C(C(=C(C=C12)C)C)C1=CC=CC2=CC=CC=C12)C=1OC(=CC1)C Cyclobutylidenebis[2-(5-methyl-2-furyl)-4-(1-naphthyl)-5,6-dimethyl-1-indenyl]zirconium dichloride